tert-Butyl (3-cyano-7-fluoro-4-(5-fluoro-3-(1-((2S,4R)-4-methoxy-1-methylpyrrolidin-2-yl)ethoxy)-7,9-dihydrofuro[3,4-f]quinazolin-6-yl)thieno[3,2-c]pyridin-2-yl)carbamate C(#N)C1=C(SC2=C1C(=NC=C2F)C=2C1=C(C=3C=NC(=NC3C2F)OC(C)[C@H]2N(C[C@@H](C2)OC)C)COC1)NC(OC(C)(C)C)=O